5-formyl-1H-pyrrole-3-carboxylic acid ethyl ester C(C)OC(=O)C1=CNC(=C1)C=O